tert-Butyl (S)-(1-(4-fluorobenzyl)-2-oxopyrrolidin-3-yl)carbamate FC1=CC=C(CN2C([C@H](CC2)NC(OC(C)(C)C)=O)=O)C=C1